C(C)(=O)NC=1C=C(C=CC1)N1N=NN=C1S 1-(3-acetamidophenyl)-5-mercaptotetrazole